C1(CC1)C1=C(C(=NO1)C1=C(C=CC=C1Cl)Cl)CO[C@H]1[C@@H]2C(N([C@H](C1)C2)C=2SC1=C(N2)C(=CC(=C1)C(=O)O)C1NCOC1)=O 2-[(1s,4r,5r)-5-{[5-cyclopropyl-3-(2,6-dichlorophenyl)-1,2-oxazol-4-yl]methoxy}-3-oxo-2-azabicyclo[2.2.1]heptan-2-yl]-4-(oxazolidin-4-yl)-1,3-benzothiazole-6-carboxylic acid